bicyclo[2.2.1]heptane-2,3-dicarboxylic acid sodium [Na].C12C(C(C(CC1)C2)C(=O)O)C(=O)O